6-benzylidene-2,4-dimethylcyclohex-1-en C(C1=CC=CC=C1)=C1CC(CC(=C1)C)C